4-tert.butylbenzaldehyde C(C)(C)(C)C1=CC=C(C=O)C=C1